2-(2-biphenyloxy)-ethyl methacrylate C(C(=C)C)(=O)OCCOC=1C(=CC=CC1)C1=CC=CC=C1